C(#N)C=1C=NN2C1C(=CC(=C2)OCC(C)(C)O)C=2C=CC(=NC2)N2CCC(CC2)(C)NC(C2=C(C(=CC=C2)F)C)=O N-(1-(5-(3-cyano-6-(2-hydroxy-2-methylpropoxy)pyrazolo[1,5-a]pyridin-4-yl)pyridin-2-yl)-4-methylpiperidin-4-yl)-3-fluoro-2-methylbenzamide